3-((tert-butyldimethylsilyl)oxy)-2'-(8-fluoro-2-phenylquinolin-7-yl)-3-methyl-5',6'-dihydro-4'H-spiro[cyclobutane-1,7'-pyrazolo[1,5-a]pyrimidine]-3'-carboxamide [Si](C)(C)(C(C)(C)C)OC1(CC2(CCNC=3N2N=C(C3C(=O)N)C3=CC=C2C=CC(=NC2=C3F)C3=CC=CC=C3)C1)C